carboxymethyl-α,β-diaminosuccinic acid C(=O)(O)CC(C(=O)O)(C(C(=O)O)N)N